1-dodecyl-β-D-glucuronic acid C(CCCCCCCCCCC)[C@]1(O)[C@H](O)[C@@H](O)[C@H](O)[C@H](O1)C(=O)O